3-(5-chloropyrazin-2-yl)-5,6-dihydro-[1,2,4]triazolo[4,3-a]pyrazine ClC=1N=CC(=NC1)C1=NN=C2N1CCN=C2